1-[(2R,6S)-4-acetyl-6-[[bis(4-methoxyphenyl)-phenyl-methoxy]methyl]-6-(triiso-propylsilyloxymethyl)morpholin-2-yl]-5-methyl-pyrimidine-2,4-dione C(C)(=O)N1C[C@@H](O[C@](C1)(CO[Si](C(C)C)(C(C)C)C(C)C)COC(C1=CC=CC=C1)(C1=CC=C(C=C1)OC)C1=CC=C(C=C1)OC)N1C(NC(C(=C1)C)=O)=O